ClC=1C=C(C(=NC1)OC)S(=O)(=O)Cl 5-chloro-2-methoxypyridine-3-sulfonyl chloride